(diphenyltriazinyl)(diphenyldibenzofuranyl)benzene C1(=CC=CC=C1)C1=C(C(=NN=N1)C1=C(C=CC=C1)C1=C(C(=CC=2OC3=C(C21)C=CC=C3)C3=CC=CC=C3)C3=CC=CC=C3)C3=CC=CC=C3